N-[(E)-[(2,6-dichlorophenyl)-[(2S)-4,4-difluoro-2-methyl-pyrrolidin-1-yl]methylene]amino]-4-methyl-benzenesulfonamide ClC1=C(C(=CC=C1)Cl)/C(/N1[C@H](CC(C1)(F)F)C)=N\NS(=O)(=O)C1=CC=C(C=C1)C